C(C)(C)(C)OC(NC(C)C=C)=O (but-3-en-2-yl)carbamic acid tert-butyl ester